NC1=CC=C(C=C1)C(CO)(C)C 2-(4-aminophenyl)-2-methylpropan-1-ol